CC1=NOC(=N1)CN1C(NC2=NC=C(C=C21)C=2SC=C(C2)C)=O 1-[(3-methyl-1,2,4-oxadiazol-5-yl)methyl]-6-(4-methyl-2-thienyl)-3H-imidazo[4,5-b]pyridin-2-one